1-methyl-6-[1-(2,2,3,3,3-pentafluoropropyl)-1H-pyrazol-4-yl]-7-(trifluoromethyl)-1H,2H,3H,5H-imidazo[1,2-a]pyrimidine-2,5-dione CN1C(CN2C1=NC(=C(C2=O)C=2C=NN(C2)CC(C(F)(F)F)(F)F)C(F)(F)F)=O